CCC=C[Si](OC)(OC)CCC γ-methylpropenylpropyldimethoxysilane